(8-chlorooctyl)trimethoxysilane ClCCCCCCCC[Si](OC)(OC)OC